1-methyl-7-(trifluoromethyl)-1H-benzo[d]imidazol-4-amine CN1C=NC2=C1C(=CC=C2N)C(F)(F)F